ClC1=CC(=C(C=C1)C1=CC=CN2C1=NS(CC2)(=O)=O)C 9-(4-chloro-2-methylphenyl)-3,4-dihydropyrido[2,1-c][1,2,4]thiadiazine 2,2-dioxide